methyl (1R,2S,5S)-3-[(2S)-2-(tert-butoxycarbonylamino)-3-methyl-butanoyl]-6,6-dimethyl-3-azabicyclo[3.1.0]hexane-2-carboxylate C(C)(C)(C)OC(=O)N[C@H](C(=O)N1[C@@H]([C@H]2C([C@H]2C1)(C)C)C(=O)OC)C(C)C